(1S)-1-(4-phenylphenyl)ethanol C1(=CC=CC=C1)C1=CC=C(C=C1)[C@H](C)O